BrC=1C=C(C(=NC1)NC1(CC1)C1=NC=CC=C1)F 5-bromo-3-fluoro-N-(1-(pyridin-2-yl)cyclopropyl)pyridin-2-amine